OC(CCCCCCCC(=O)O)C(CC(CCCCCC)O)O 9,10,12-trihydroxystearic acid